1,4-di-tert-butyl 2-{2-[8-(2-carbamimidamidopyrimidine-5-carbonyloxy)imidazo[1,2-a]pyridin-5-yl]acetamido}-butanedioate N(C(=N)N)C1=NC=C(C=N1)C(=O)OC=1C=2N(C(=CC1)CC(=O)NC(C(=O)OC(C)(C)C)CC(=O)OC(C)(C)C)C=CN2